C12CN(CC(N1)C2)C2CCN(CC2)C2=NC(=CC(=N2)NC2=NNC(=C2)C)C 2-(4-(3,6-diazabicyclo[3.1.1]heptan-3-yl)piperidin-1-yl)-6-methyl-N-(5-methyl-1H-pyrazol-3-yl)pyrimidin-4-amine